ClC1=C(OC=2C(=NC=NC2)N2CC3(CCN(C3)C(=O)OC(C)(C)C)CC2)C=CC(=C1)C(F)(F)F tert-butyl 7-(5-(2-chloro-4-(trifluoromethyl) phenoxy) pyrimidin-4-yl)-2,7-diazaspiro[4.4]nonane-2-carboxylate